C(#N)[C@H]1N(CSC1)C(CNC(=O)C1=CC=NC2=CC=C(C=C12)N1C[C@@H]([C@H](C1)F)F)=O N-(2-((R)-4-Cyanothiazolidin-3-yl)-2-oxoethyl)-6-((3S,4S)-3,4-difluoro-pyrrolidin-1-yl)quinoline-4-carboxamide